1-(1,1,1,3,3,3-hexafluoro-propan-2-yl)-3-[[2-(2,2,2-trifluoro-ethoxy)pyridin-4-yl]methyl]urea FC(C(C(F)(F)F)NC(=O)NCC1=CC(=NC=C1)OCC(F)(F)F)(F)F